tert-butyl (R)-(2-(2-amino-3-(3-phenyl-1H-indole-2-carboxamido)propoxy)ethyl)carbamate N[C@@H](COCCNC(OC(C)(C)C)=O)CNC(=O)C=1NC2=CC=CC=C2C1C1=CC=CC=C1